N=S(=O)(CC1=CC=C(C=C1)C=1C(=NC=2N(C1N1CCCC1)N=CN2)C)C imino(methyl)(4-(5-methyl-7-(pyrrolidin-1-yl)-[1,2,4]triazolo[1,5-a]pyrimidin-6-yl)benzyl)-λ6-sulfanone